ClC1=NC=C(C(=C1)C1=C(C=NC(=C1)C)C(=O)N)OC 2'-chloro-5'-methoxy-6-methyl-(4,4'-bipyridine)-3-carboxamide